1,3,2-dioxaphosphorinane 2-sulfide O1P(OCCC1)=S